OC=1C=C(C=O)C=CC1O L-3,4-dihydroxybenzaldehyde